[5-[4-[[(Z)-[3-(2-isopropyl-5-methyl-phenyl)-4-oxo-thiazolidine-2-ylidene]carbamoyl]amino]phenyl]-2,4-dimethyl-pyrazol-3-yl]-N-methyl-4-(trifluoromethyl)benzamide C(C)(C)C1=C(C=C(C=C1)C)N1/C(/SCC1=O)=N/C(=O)NC1=CC=C(C=C1)C=1C(=C(N(N1)C)C1=C(C(=O)NC)C=CC(=C1)C(F)(F)F)C